hexane-2-carboxylic acid methyl ester, hydrochloride Cl.COC(=O)C(C)CCCC